N1(CCCCC1)C1=NC2=CC=CC=C2C(=N1)NCCOC1=CC(=CC=C1)CN1CCCC1 2-(piperidin-1-yl)-N-(2-(3-(pyrrolidin-1-ylmethyl)phenoxy)ethyl)quinazolin-4-amine